ClC=1C(=NC(=NC1)N[C@@H]1[C@H](COCC1)O)C1=CC=C2C(NC3(C2=C1)CCC3)=O 6'-(5-chloro-2-(((3R,4S)-3-hydroxytetrahydro-2H-pyran-4-yl)amino)pyrimidin-4-yl)spiro[cyclobutane-1,1'-isoindolin]-3'-one